(3S,8S,9S,10R,13S,14S,17S)-3-ethyl-17-((1R,4S)-4-hydroxy-1-methoxy-5-methylhexyl)-10,13-dimethyl-2,3,4,7,8,9,10,11,12,13,14,15,16,17-tetradecahydro-1H-cyclopenta[a]phenanthren-3-ol C(C)[C@@]1(CC[C@@]2([C@H]3CC[C@@]4([C@H](CC[C@H]4[C@@H]3CC=C2C1)[C@@H](CC[C@@H](C(C)C)O)OC)C)C)O